tri-tert-butyl-(2-pyridyl)stannane C(C)(C)(C)[Sn](C1=NC=CC=C1)(C(C)(C)C)C(C)(C)C